tert-butyl 4-fluoro-4-[[4-[4-[5-(1-methylcyclopropoxy)-1-(2-trimethylsilylethoxymethyl)indazol-3-yl]-2-pyridyl]piperazin-1-yl]methyl]piperidine-1-carboxylate FC1(CCN(CC1)C(=O)OC(C)(C)C)CN1CCN(CC1)C1=NC=CC(=C1)C1=NN(C2=CC=C(C=C12)OC1(CC1)C)COCC[Si](C)(C)C